4-(1-fluoro-1-((1-methyl-1H-imidazol-4-yl)sulfonyl)ethyl)-N-(pyridazin-4-yl)piperidine-1-carboxamide FC(C)(S(=O)(=O)C=1N=CN(C1)C)C1CCN(CC1)C(=O)NC1=CN=NC=C1